2-(2-Bromo-6-isopropyl-5,8-dioxo-5,6,7,8-tetrahydro-4H-pyrazolo[1,5-a]pyrrolo[3,4-d]pyrimidin-4-yl)-N-(5-fluoropyridin-2-yl)acetamide BrC1=NN2C(N(C3=C(C2=O)CN(C3=O)C(C)C)CC(=O)NC3=NC=C(C=C3)F)=C1